ClC1=C2N(C(C(=N1)NCC1=CC=3CCCCC3C=C1)=O)[C@@H](CC2)C(=O)O (S)-1-chloro-4-oxo-3-(((5,6,7,8-tetrahydronaphthalen-2-yl)methyl)amino)-4,6,7,8-tetrahydropyrrolo[1,2-a]pyrazine-6-carboxylic acid